N-[5-Bromo-2-[4-(trifluoromethoxy)phenyl]-1,2,4-triazol-3-yl]cyclopropanesulfonamide BrC=1N=C(N(N1)C1=CC=C(C=C1)OC(F)(F)F)NS(=O)(=O)C1CC1